4,4-dioxo-2,3-dihydro-1,4-benzoxathiin-7-amine O=S1(CCOC2=C1C=CC(=C2)N)=O